N1C=NC2=C1C=CC(=C2)CN(C=2OC=C(N2)CN2CCOCC2)CC2=CC(=CC=C2)OC N-((1H-benzo[d]imidazol-5-yl)methyl)-N-(3-methoxybenzyl)-4-(morpholinomethyl)oxazol-2-amine